NC1=NC(N(C=C1)[C@H]1[C@]([C@@H]([C@@](O1)(F)CO[P@@](=O)(OC1=CC=CC2=CC=CC=C12)N[C@@H](C)C(=O)OC(C)C)O)(C)F)=O isopropyl ((R)-(((2S,3S,4R,5R)-5-(4-amino-2-oxopyrimidin-1(2H)-yl)-2,4-difluoro-3-hydroxy-4-methyltetrahydrofuran-2-yl)methoxy)(naphthalen-1-yloxy)phosphoryl)-L-alaninate